O=S1(N=C(C2=C1C=CC=C2)N(\N=C\C2=CC(=C(C=C2)O)OC)CCOC)=O 4-[(E)-[(1,1-dioxo-1,2-benzothiazol-3-yl)-(2-methoxyethyl)hydrazono]methyl]-2-methoxy-phenol